N-(3-(1,2,4-triazin-3-yl)-4-(trifluoromethyl)phenyl)-1-(5-ethyl-1,3,4-oxadiazol-2-yl)-3-methyl-6-azabicyclo[3.1.1]heptane-6-carboxamide N1=NC(=NC=C1)C=1C=C(C=CC1C(F)(F)F)NC(=O)N1C2CC(CC1(C2)C=2OC(=NN2)CC)C